[Si](C)(C)(C(C)(C)C)OCCC1=NC2=CC=C(C=C2N=C1C=1C=NN(C1)C1OCCCC1)NC1=CC(=CC(=C1)OC)F 2-((tert-butyldimethylsilyl)oxy)ethyl-N-(3-fluoro-5-methoxyphenyl)-3-(1-(tetrahydro-2H-pyran-2-yl)-1H-pyrazol-4-yl)quinoxalin-6-amine